The molecule is an N-nitrosourea that is an antibiotic produced by Streptomyces achromogenes. It is used as an antineoplastic agent and to induce diabetes in experimental animals. It has a role as an antineoplastic agent, an antimicrobial agent, a DNA synthesis inhibitor and a metabolite. It is a N-acylglucosamine and a member of N-nitrosoureas. CN(C(=O)N[C@@H]1[C@H]([C@@H]([C@H](O[C@@H]1O)CO)O)O)N=O